O=C1NC(CCC1N1C(C2=CC=CC(=C2C1)SCCOCCOCCOCCOCCOCC(=O)N)=O)=O 17-((2-(2,6-dioxopiperidin-3-yl)-1-oxoisoindolin-4-yl)thio)-3,6,9,12,15-pentaoxaheptadecane-1-amide